methyl 2-ethylsulfanyl-8-(1-hydroxy ethyl)-4-oxo-chromene-6-carboxylate C(C)SC=1OC2=C(C=C(C=C2C(C1)=O)C(=O)OC)C(C)O